N1=C(C=NC=C1)C1=CN=[N+](C=C1)CCC(=O)O 3-(4-pyrazin-2-yl-pyridazin-1-ium-1-yl)propionic acid